barium-calcium-zinc [Zn].[Ca].[Ba]